OC=1C=C(C#N)C=C(C1C1=CC2=C(N=N1)N(C=C2C)C2CC(C2)(C)O)C 3-hydroxy-4-[7-(cis-3-hydroxy-3-methylcyclobutyl)-5-methyl-7H-pyrrolo[2,3-c]pyridazin-3-yl]-5-methylbenzonitrile